ClC1=CNC2=NC=C(C=C21)C2=NN1C(C3(CCC1)CCN(CC3)C(=O)C3=CC=C(C=C3)F)=C2 [2'-(3-chloro-1H-pyrrolo[2,3-b]pyridin-5-yl)-6',7'-dihydro-5'H-spiro[piperidine-4,4'-pyrazolo[1,5-a]pyridin]-1-yl](4-fluorophenyl)methanone